Cl.COC1=CC=C(C=C1)C1=NOC(=N1)N1CCC(CC1)C(=O)NCC1CNCC1 1-[3-(4-Methoxyphenyl)-1,2,4-oxadiazol-5-yl]-N-(pyrrolidin-3-ylmethyl)piperidine-4-carboxamide hydrochloride